ClC=1C=C(C=NC1)C(=O)NC1=CC2=CN(N=C2C=C1OC)C1CCC(CC1)C=O 5-Chloro-N-[2-(4-formylcyclohexyl)-6-methoxy-indazol-5-yl]pyridine-3-carboxamide